BrC1=C(C=C(C=2NC(C3=C(C=CC=C3C12)F)=O)Cl)OC 1-bromo-4-chloro-7-fluoro-2-methoxy-6(5H)-phenanthridinone